Cl.BrC=1C=C2C(=CC1)C(N(CC21CC1)CC(=O)N[C@H]1CNCCC1)=O 2-(6-bromo-1-oxo-spiro[3H-isoquinoline-4,1'-cyclopropane]-2-yl)-N-[(3R)-3-piperidinyl]Acetamide hydrochloride